5-(4-bromo-3-fluorobenzoyl)-3-cyclopropyl-8-fluoro-N-[6-(4-isopropyl-4H-1,2,4-triazol-3-yl)pyridin-2-yl]-5,6-dihydro-4H-benzo[f]imidazo[1,5-a][1,4]diazepine-9-carboxamide BrC1=C(C=C(C(=O)N2CC=3N(C4=C(C2)C=C(C(=C4)C(=O)NC4=NC(=CC=C4)C4=NN=CN4C(C)C)F)C=NC3C3CC3)C=C1)F